7-({1-[1-(1,3-dioxolan-2-yl)-4-methylpentane-3-yl]azetidin-3-yl}methyl)-4-{4-fluoro-2-[(3R)-3-methylmorpholine-4-carbonyl]phenyl}-1-methyl-1H-indazole O1C(OCC1)CCC(C(C)C)N1CC(C1)CC=1C=CC(=C2C=NN(C12)C)C1=C(C=C(C=C1)F)C(=O)N1[C@@H](COCC1)C